(1R,3aS,7aR,E)-7a-methyl-1-((R)-5-morpholinopentan-2-yl)octahydro-4H-inden C[C@]12CCCC[C@H]2CC[C@@H]1[C@H](C)CCCN1CCOCC1